β-farnesol CC(=CCC/C(=C/CC/C(=C/CO)/C)/C)C